FC1=C(C=C(C=C1)C=1N=NN(N1)CC1=C(C=CC(=C1)OC(F)(F)F)F)C(CS(=O)(=O)N)(C)O 2-(2-fluoro-5-(2-(2-fluoro-5-(trifluoromethoxy)benzyl)-2H-tetrazol-5-yl)phenyl)-2-hydroxy-propane-1-sulfonamide